C[C@@H]1N(C[C@H](N(C1)C(C1=NC=C(C=C1)C(F)(F)F)C1=CC=C(C=C1)C(F)(F)F)C)C(=O)OC(C)(C)C tert-butyl (2S,5R)-2,5-dimethyl-4-((4-(trifluoromethyl)phenyl)(5-(trifluoromethyl)pyridin-2-yl)methyl)piperazine-1-carboxylate